[N+](=O)([O-])C=1C=CC(=NC1)CCCC=1OC=CN1 (3-(5-nitropyridine-2-yl)propyl)oxazole